2-phenethyl-6-phenylisoquinolin-1(2H)-one C(CC1=CC=CC=C1)N1C(C2=CC=C(C=C2C=C1)C1=CC=CC=C1)=O